ClC1=C(C(=C2CC(N(C2=C1)CC)=O)C1=C(C=C(C=C1OC)CCC)OC)C 6-Chloro-4-(2,6-dimethoxy-4-propylphenyl)-1-ethyl-5-methylindolin-2-one